N-[(2-Oxo-1H-pyridin-3-yl)sulfonyl]-6-(3-propoxyphenyl)-2-(2,4,6-trimethylphenoxy)pyridin-3-carboxamid O=C1NC=CC=C1S(=O)(=O)NC(=O)C=1C(=NC(=CC1)C1=CC(=CC=C1)OCCC)OC1=C(C=C(C=C1C)C)C